(5-{[2-(4-Chlorophenyl)imidazo[1,2-a]pyridin-3-yl]methyl}-2,5-diazabicyclo[2.2.2]oct-2-yl)(2-methoxyphenyl)methanone ClC1=CC=C(C=C1)C=1N=C2N(C=CC=C2)C1CN1C2CN(C(C1)CC2)C(=O)C2=C(C=CC=C2)OC